FC(C=1C=CC(=NC1C1CN(CCC1)S(=O)(=O)C)N1C=NC2=C1C=CC(=C2)NC=2N=NC(=CC2)C)F [1-[5-(difluoromethyl)-6-(1-mesyl-3-piperidyl)-2-pyridyl]benzimidazol-5-yl]-(6-methylpyridazin-3-yl)amine